(R)-1-(1-acryloylpyrrolidin-3-yl)-3-(4-(pyridin-2-yloxy)phenyl)-1,3-dihydro-2H-imidazo[4,5-c]pyridin-2-one C(C=C)(=O)N1C[C@@H](CC1)N1C(N(C=2C=NC=CC21)C2=CC=C(C=C2)OC2=NC=CC=C2)=O